C1(=CC=C(C=C1)CCCCCCCCCC=CCCCCCCCCN)CCCCCCCCCC=CCCCCCCCCN N'-[1,4-phenylenebis(methylene)]bis(9-octadecene-1-amine)